3-(6-(pyrrolidin-1-yl)naphthalen-2-yl)acrylamide N1(CCCC1)C=1C=C2C=CC(=CC2=CC1)C=CC(=O)N